C(CCCCC)(=O)OC1=C(C(=NC=2N1C1=C(N2)C=CC=C1)C(C)CC)CC 2-(sec-Butyl)-3-ethylbenzo[4,5]imidazo[1,2-a]pyrimidin-4-yl hexanoate